COC1=C(C=CC(=C1)OC)C1=CC(=CC=2CNS(OC21)(=O)=O)F 8-(2,4-dimethoxyphenyl)-6-fluoro-3,4-dihydrobenzo[e][1,2,3]oxathiazine 2,2-Dioxide